OC1CC(CCC1O)NC(OC(C)(C)C)=O tert-butyl (3,4-dihydroxycyclohexyl)carbamate